(5R,8aS)-3-(5-fluoro-1H-pyrrolo[2,3-c]pyridin-2-yl)-1-(1-methanesulfonyl-1-methyl-ethyl)-5-methyl-5,6,8a,9-tetrahydro-8H-7,10-dioxa-2,4,4b-triazaphenanthrene FC=1C=C2C(=CN1)NC(=C2)C=2N=C(C=1OC[C@@H]3COC[C@H](N3C1N2)C)C(C)(C)S(=O)(=O)C